2-(4-phenoxyphenyl)benzofuran-6-carbaldehyde O(C1=CC=CC=C1)C1=CC=C(C=C1)C=1OC2=C(C1)C=CC(=C2)C=O